phenyl-acrylamide-3,3-d2 tert-butyl-4-((5-chloro-4-(5,7-difluoro-1-(tetrahydro-2H-pyran-2-yl)-1H-indazol-3-yl)pyrimidin-2-yl)amino)piperidine-1-carboxylate C(C)(C)(C)OC(=O)N1CCC(CC1)NC1=NC=C(C(=N1)C1=NN(C2=C(C=C(C=C12)F)F)C1OCCCC1)Cl.C1(=CC=CC=C1)C(C(=O)N)=C([2H])[2H]